C(C)N(CC)CCCCCN(CCCCCN(CC)CC)CCCCCN(CC)CC tris[5-(N,N-diethylamino)pentyl]amine